C(=O)(OC)COC(=O)C=1C(=CC(=C(OC2CCN(CC2)C(=O)OC(C)(C)C)C1)C(F)(F)F)[N+](=O)[O-] tert-butyl 4-(5-(Carbomethoxy(methoxycarbonyl))-4-nitro-2-(trifluoromethyl)phenoxy)piperidine-1-carboxylate